4-(2-(bis(3-chloro-4-fluorophenyl)methyl)-4-iodo-1-((2-(trimethylsilyl)ethoxy)methyl)-1H-imidazol-5-yl)butan-1-ol ClC=1C=C(C=CC1F)C(C=1N(C(=C(N1)I)CCCCO)COCC[Si](C)(C)C)C1=CC(=C(C=C1)F)Cl